CC1=CC=C(C=C1)S(=O)(=O)OC=1N=C2N(C(C1)=O)C=C(S2)N2C[C@@H]1N(CC2)CCC1 [5-oxo-2-[(8aR)-3,4,6,7,8,8a-hexahydro-1H-pyrrolo[1,2-a]pyrazin-2-yl]thiazolo[3,2-a]pyrimidin-7-yl] 4-methylbenzene-sulfonate